FC1(CN(CC1OCCN1CCOCC1)C=1C=2N(C=CN1)N=C(C2)C=2C(NC(NC2)=O)=O)F 5-[4-[3,3-difluoro-4-(2-morpholinoethoxy)pyrrolidin-1-yl]pyrazolo[1,5-a]pyrazin-2-yl]-1H-pyrimidine-2,4-dione